NC=1C2=C(N=CN1)C(=NC(=C2)N(C)CC)C=2C(=C(C=CC2C)O)C (R)-3-(4-amino-6-(ethyl(methyl)amino)pyrido[3,4-d]pyrimidin-8-yl)-2,4-dimethylphenol